C1(CC1)NCC1=CC=C(C=C1)C(C(F)(F)F)(C(F)(F)F)O 2-(4-((cyclopropyl-amino)methyl)phenyl)-1,1,1,3,3,3-hexafluoropropan-2-ol